[1,6]naphthyridine-3-carbaldehyde N1=CC(=CC2=CN=CC=C12)C=O